C[C@@H]1CN(C[C@@H](N1)C)C=1N=NC(=CN1)C1=C(C=C(C=C1)C=1C=CC=2N(N1)N=C(N2)C)O 2-[3-[cis-3,5-dimethylpiperazin-1-yl]-1,2,4-triazin-6-yl]-5-(2-methyl-[1,2,4]triazolo[1,5-b]pyridazin-6-yl)phenol